2-methyl-2-[5-[(3S)-3-amino-5,5,7-trifluoro-2-oxo-1-[[4-[4-(trifluoromethoxy)pyrazol-1-yl]phenyl]methyl]-3,4-dihydro-1-benzazepin-8-yl]-1,3,4-oxadiazol-2-yl]propanenitrile CC(C#N)(C)C=1OC(=NN1)C1=CC2=C(C(C[C@@H](C(N2CC2=CC=C(C=C2)N2N=CC(=C2)OC(F)(F)F)=O)N)(F)F)C=C1F